(S)-2-(4-(6-((4-chloro-6-((2-cyanopropan-2-yl)carbamoyl)pyridin-3-yl)methoxy)pyridin-2-yl)-2,5-difluorobenzyl)-1-(oxetan-2-ylmethyl)-1H-benzo[d]imidazole-6-carboxylic acid ClC1=C(C=NC(=C1)C(NC(C)(C)C#N)=O)COC1=CC=CC(=N1)C1=CC(=C(CC2=NC3=C(N2C[C@H]2OCC2)C=C(C=C3)C(=O)O)C=C1F)F